N1=CC=C(C2=CC=CC=C12)N1CCN(CC1)C(=O)C1CN(CC1)S(=O)(=O)C1=C(SC=C1)C(=O)OC methyl 3-((3-(4-(quinolin-4-yl)piperazine-1-carbonyl)pyrrolidin-1-yl)sulfonyl)thiophene-2-carboxylate